(6-chloropyridazin-3-yl)piperazine-1-carboxylic acid benzyl ester C(C1=CC=CC=C1)OC(=O)N1C(CNCC1)C=1N=NC(=CC1)Cl